BrC1=NC=CC=C1CCCC1=CC=CC=C1 1-(2-bromopyridine-3-yl)-3-phenylpropan